2-(2-isopropyl-5-methylcyclohexyl)-2-(3-methylpentyl)-1,3-dimethoxypropane C(C)(C)C1C(CC(CC1)C)C(COC)(COC)CCC(CC)C